FC(S(=O)(=O)OC=1COCC1C#N)(F)F 4-cyano-2,5-dihydrofuran-3-yl trifluoromethanesulfonate